FC1=C(OC2=C(C=C(C=C2)NC(=O)[C@H]2NCCC2)C=2C3=C(C(N(C2)C)=O)N(C=C3)S(=O)(=O)C3=CC=C(C)C=C3)C=CC(=C1)F (S)-N-(4-(2,4-difluorophenoxy)-3-(6-methyl-7-oxo-1-tosyl-6,7-dihydro-1H-pyrrolo[2,3-c]pyridin-4-yl)phenyl)pyrrolidine-2-carboxamide